tertbutyl 2-ethynyl-7-azaspiro[3.5]nonane-7-carboxylate C(#C)C1CC2(C1)CCN(CC2)C(=O)OC(C)(C)C